BrC1=NC(=CC(=C1)[C@@H]1N(CCN[C@H]1CO)CC)Cl trans-1-(2-(2-bromo-6-chloropyridin-4-yl)-3-(hydroxymethyl)piperazin-1-yl)ethan